N[C@@H]1[C@H]2CN([C@@H](C1)C2)C(=O)OC(C)(C)C tert-butyl (1R,4R,5S)-5-amino-2-azabicyclo[2.2.1]heptane-2-carboxylate